tert-butyl (R)-3-((S)-3-(3-bromo-5-fluorophenyl)-1-(tert-butoxy)-1-oxopropane-2-yl)pyrrolidine-1-carboxylate BrC=1C=C(C=C(C1)F)C[C@H](C(=O)OC(C)(C)C)[C@@H]1CN(CC1)C(=O)OC(C)(C)C